ClC1=CC=C(C=C1)NC(=O)C=1SC(=CC1)C1=C(C=CC=C1)OC1CCNCC1 N-(4-Chlorophenyl)-5-(2-(piperidin-4-yloxy)phenyl)thiophene-2-carboxamide